5-(7-Azabicyclo[2.2.1]heptan-7-yl)-N-(1-(methylsulfonyl)piperidin-4-yl)-6-(1H-pyrazol-4-yl)-[1,2,4]triazolo[1,5-a]pyrazin-2-amine C12CCC(CC1)N2C2=C(N=CC=1N2N=C(N1)NC1CCN(CC1)S(=O)(=O)C)C=1C=NNC1